6-(2,3-Dihydro-1,4-benzodioxin-6-yl)-4-oxo-3-(trifluoromethyl)-4,5-dihydropyrazolo[1,5-a]-pyrazine-2-carboxylic acid O1CCOC2=C1C=CC(=C2)C=2NC(C=1N(C2)N=C(C1C(F)(F)F)C(=O)O)=O